C(=O)C1=CNC2=NC(=CC=C21)C#N 3-FORMYL-1H-PYRROLO[2,3-B]PYRIDINE-6-CARBONITRILE